5-((6-(azetidine-1-carbonyl)-4-morpholinofuro[3,2-d]pyrimidin-2-yl)amino)-N,N-dimethyl-3-phenyl-1H-pyrazole-1-sulfonamide N1(CCC1)C(=O)C1=CC=2N=C(N=C(C2O1)N1CCOCC1)NC1=CC(=NN1S(=O)(=O)N(C)C)C1=CC=CC=C1